C(CCCCCC)C=C(C(=O)O)CCC.C(C=C)(=O)OCCC propyl acrylate heptyl-propyl-acrylate